3-(1-(3-bromophenyl)vinyl)-5-fluoro-4-methylpyridin-2-amine BrC=1C=C(C=CC1)C(=C)C=1C(=NC=C(C1C)F)N